BrCCC(CCBr)C 1,5-dibromo-3-methyl-pentane